4-(benzyloxy)-7-chloro-1H-indole C(C1=CC=CC=C1)OC1=C2C=CNC2=C(C=C1)Cl